3-(6-bromo-3-(5-fluoropyridin-3-yl)-2,4-dioxo-3,4-dihydrothieno[3,2-d]pyrimidin-1(2H)-yl)propanenitrile BrC1=CC=2N(C(N(C(C2S1)=O)C=1C=NC=C(C1)F)=O)CCC#N